COCC1(CCN(CC1)C1=CC=CC=2N1C=CN2)C 5-[4-(methoxymethyl)-4-methylpiperidin-1-yl]imidazo[1,2-a]pyridin